6-[(R)-3-(3-chloro-2-tolyl)-3-pyrrolidinylamino]-3-methyl-4(3H)-quinazolinone ClC=1C(=C(C=CC1)C)[C@]1(CNCC1)NC=1C=C2C(N(C=NC2=CC1)C)=O